OCCN1C(C(OCC1)=O)=O 4-(2-Hydroxyethyl)-2,3-morpholinedione